4-[4-[3-[4-cyano-3-(trifluoromethyl)phenyl]-5,5-dimethyl-4-oxo-2-thioxo-imidazolidin-1-yl]-2-ethyl-phenoxy]piperidine-1-carboxylic acid tert-butyl ester C(C)(C)(C)OC(=O)N1CCC(CC1)OC1=C(C=C(C=C1)N1C(N(C(C1(C)C)=O)C1=CC(=C(C=C1)C#N)C(F)(F)F)=S)CC